[1-[[3-(4-bromophenyl)cyclobutyl]methyl]-4-piperidyl]methanol BrC1=CC=C(C=C1)C1CC(C1)CN1CCC(CC1)CO